1-(4-amino-5-(3-chloro-1H-pyrrolo[2,3-b]pyridin-2-yl)-9,9-dimethyl-8,9-dihydropyrazino[1',2':1,5]pyrrolo[2,3-d]pyrimidin-7(6H)-yl)-2-morpholinoethan-1-one NC=1C2=C(N=CN1)N1C(=C2C2=C(C=3C(=NC=CC3)N2)Cl)CN(CC1(C)C)C(CN1CCOCC1)=O